ClC1=NSC(=C1Cl)C=1N=C(SC1)C1CCN(CC1)C(=O)C1=CC=C(C#N)C=C1 4-(4-(4-(3,4-dichloroisothiazol-5-yl)thiazol-2-yl)piperidin-1-carbonyl)benzonitrile